(R)-5-(2-hydroxy-8-methylquinolin-6-yl)-6-methyl-3,6-dihydro-2H-1,3,4-thiadiazin-2-one OC1=NC2=C(C=C(C=C2C=C1)C1=NNC(S[C@@H]1C)=O)C